allyl heptanoate (allyldecanoate) C(C=C)C(C(=O)O)CCCCCCCC.C(CCCCCC)(=O)OCC=C